titanium bis(diphenylphosphinate) C1(=CC=CC=C1)P([O-])(=O)C1=CC=CC=C1.C1(=CC=CC=C1)P([O-])(=O)C1=CC=CC=C1.[Ti+2]